1,1,1-trishydroxymethyl-propane tertbutyl-(2-(2-(aminooxy)ethoxy)ethyl)carbamate C(C)(C)(C)N(C(O)=O)CCOCCON.OCC(CC)(CO)CO